CC1=CC=2C(=C(N=CC2CN2C[C@H](NCC2)C2=C(C=CC=C2)C)N2CCOCC2)O1 4-(2-methyl-4-{[(3R)-3-(2-methylphenyl)piperazin-1-yl]methyl}furo[2,3-c]pyridin-7-yl)morpholine